morpholine-4-carboxylic acid Tert-butyl ester C(C)(C)(C)OC(=O)N1CCOCC1